5-(4-METHYL-6-(4-PHENYLPIPERIDIN-1-YL)PYRIMIDIN-2-YL)PYRIDIN-2-AMINE CC1=NC(=NC(=C1)N1CCC(CC1)C1=CC=CC=C1)C=1C=CC(=NC1)N